4-(Benzyloxy)-2-(tert-butoxy)-6-chloropyridine C(C1=CC=CC=C1)OC1=CC(=NC(=C1)Cl)OC(C)(C)C